Cl.NC1CCC(CC1)C(=O)N1OCC[C@H]1C=1C=C(C#N)C=C(C1)F 3-[(3S)-2-(4-aminocyclohexanecarbonyl)isoxazolidin-3-yl]-5-fluoro-benzonitrile hydrochloride